S(=O)(=O)(O)O.C(CCCCC)C1=NC=CN1C hexyl-3-methylimidazole hydrogen sulfate